NC1=C2N=CN(C2=NC(=N1)N1N=CC(=C1)C(=O)NC)[C@@H]1O[C@@H]([C@H]([C@H]1O)O)CO 1-[6-amino-9-[(2R,3R,4S,5R)-3,4-dihydroxy-5-(hydroxymethyl)oxolan-2-yl]purin-2-yl]-N-methylpyrazole-4-carboxamide